2-(6-Chloro-benzothiazol-2-ylamino)-1-methyl-1H-benzoimidazole-5-carboxylic acid [(R)-1-methyl-2-(4-methyl-piperazin-1-yl)-2-oxo-ethyl]-amide C[C@H](C(=O)N1CCN(CC1)C)NC(=O)C1=CC2=C(N(C(=N2)NC=2SC3=C(N2)C=CC(=C3)Cl)C)C=C1